tert-butyl 3-(5-bromo-2-methoxycarbonyl-phenyl)-2,5-dihydropyrrole-1-carboxylate BrC=1C=CC(=C(C1)C=1CN(CC1)C(=O)OC(C)(C)C)C(=O)OC